C(CC)(=O)OC(C)CCCCC1=CC=C(C=C1)CCCC [4-(4-butyl) benzyl-2-pentyl] propionate